ClC1=CC=C(OC(C(=O)N2CCC(CC2)NCC2OC2)(C)C)C=C1 2-(4-chlorophenoxy)-2-methyl-1-(4-((oxiran-2-ylmethyl)amino)piperidin-1-yl)propan-1-one